monoiodoamine IN